5-methylpyrrolidin-3-one CC1CC(CN1)=O